2,2-difluoro-N-phenyl-4-(trimethylsilyl)butanamide FC(C(=O)NC1=CC=CC=C1)(CC[Si](C)(C)C)F